C(CCCCCCCCCCCCCCCCC)N(CCCCCCCCCCCCCCCCCC)C N,N-dioctadecyl-methylamine